C(C)(=O)C1=C(C2=C(N=C(N=C2)NC2=CC=C(C=N2)N2CCN(CC2)CC=2N=CC(=NC2)N2C(NC(CC2)=O)=O)N(C1=O)C1CCCC1)C 1-(5-((4-(6-((6-acetyl-8-cyclopentyl-5-methyl-7-oxo-7,8-dihydropyrido[2,3-d]pyrimidin-2-yl)amino)pyridin-3-yl)piperazin-1-yl)methyl)pyrazin-2-yl)dihydropyrimidine-2,4(1H,3H)-dione